FC(COCC1=CN=CC(=N1)N1CCC(CC1)C#N)(F)F 1-(6-(2,2,2-trifluoroethoxymethyl)pyrazin-2-yl)piperidine-4-carbonitrile